C(C1=CC=CC=C1)NCC1S(CC1)(=O)=O 2-((benzylamino)methyl)thietane 1,1-dioxide